octane-1,3-diol C(CC(CCCCC)O)O